FC1=C(C(=CC(=C1)OC(C)C)F)C1=NC(=NO1)N1C=CC2=CC=CC=C12 1-(5-(2,6-difluoro-4-isopropoxyphenyl)-1,2,4-oxadiazol-3-yl)indole